C(C)C(CC1=C(C(C(=O)[O-])=CC=C1)C(=O)[O-])CCCC.C(C)OC(C=1C(C(=O)[O-])=C(C=CC1)CCCCCC)=O.C(CCCCCCCCCCC)[N+](CC)(CCCCCCCCCCCC)CCCCCCCCCCCC.C(CCCCCCCCCCC)[N+](CCCCCCCCCCCC)(CCCCCCCCCCCC)CC.C(CCCCCCCCCCC)[N+](CCCCCCCCCCCC)(CCCCCCCCCCCC)CC tri(dodecyl)ethyl-ammonium Monoethyl-hexyl-phthalate (Mono(2-ethylhexyl)phthalate)